N-(5-chloro-2,4-dimethoxyphenyl)-N'-(5-methyl-3-isoxazolyl)urea ClC=1C(=CC(=C(C1)NC(=O)NC1=NOC(=C1)C)OC)OC